COC=1C=C(C=C(C1)OC)/C=C/C(=O)OCCCC1=CC=CC=C1 3-Phenylpropyl (E)-3-(3,5-dimethoxyphenyl)acrylate